ClC=1C=C2C=C(N=CC2=C(N1)Cl)N1SC=C(C1)C1CC1 (±)-trans-N-(6,8-dichloro-2,7-naphthyridin-3-yl)-2-isothiazol-4-yl-cyclopropane